[(3R,4S)-3,4-dihydroxycyclopentyl]-[(3R)-3-[4-(6-oxo-1H-pyridin-3-yl)phenyl]-3-[[(6S)-6-tert-butyl-5,6,7,8-tetrahydrothieno[2,3-b]quinoline-2-carbonyl]amino]propyl]ammonium O[C@@H]1CC(C[C@@H]1O)[NH2+]CC[C@@H](NC(=O)C1=CC=2C(=NC=3CC[C@@H](CC3C2)C(C)(C)C)S1)C1=CC=C(C=C1)C1=CNC(C=C1)=O